2-acrylamido-2-methylpropansulfonate C(C=C)(=O)NC(CS(=O)(=O)[O-])(C)C